cyclopentyl-N-(quinolin-6-yl)propanamide C1(CCCC1)C(C(=O)NC=1C=C2C=CC=NC2=CC1)C